C(#N)C1=C(C=CC=C1)[C@@H]([C@H](C)C=1N(C(C(=C(N1)C(=O)NC=1C=NOC1)O)=O)C)C1=NC=C(N=C1)C(F)(F)F 2-((1R,2S)-1-(2-cyanophenyl)-1-(5-(trifluoromethyl)pyrazin-2-yl)propan-2-yl)-5-hydroxy-N-(isoxazol-4-yl)-1-methyl-6-oxo-1,6-dihydropyrimidine-4-carboxamide